CN(C1=CC=C(C=N1)C=1C=C(C=CC1)C1(CCC(CC1)O)C(=O)NC[C@@H]1CC[C@H](CC1)C1=NC(=C(C=C1)OC)C)C trans-(3-(6-(Dimethylamino)pyridine-3-yl)phenyl)-4-hydroxy-N-((trans-4-(5-methoxy-6-methylpyridin-2-yl)cyclohexyl)methyl)cyclohexane-carboxamide